C(#N)COC1=C(C(=C(C=C1)C1=CN=C2N1C=CN=C2NC2=CC(=C(C(=O)NCCNC(=O)[C@H]1[C@H](CNCC1)O)C=C2)C)F)F (3R,4R)-N-[2-[[4-[[3-[4-(cyanomethoxy)-2,3-difluoro-phenyl]imidazo[1,2-a]pyrazin-8-yl]amino]-2-methyl-benzoyl]amino]ethyl]-3-hydroxy-piperidine-4-carboxamide